[Br-].C[N+](C)(C[C-]1C=CC=C1)CCCCCCCCCCCCCCCC.[CH-]1C=CC=C1.[Fe+2] N,N-dimethylferrocenyl-hexadecyl-methyl-ammonium bromide